(R)-5-(3-chlorophenyl)-3-methyl-N-phenylpentanamide ClC=1C=C(C=CC1)CC[C@H](CC(=O)NC1=CC=CC=C1)C